tert-butyl (R)-2-((S)-7-(2,4-difluoro-6-(2-methoxyethoxy) phenyl)-4-hydroxythieno[3,2-c]pyridin-6-yl)-4-methyl-6,7-dihydropyrazolo[1,5-a]pyrazine-5(4H)-carboxylate FC1=C(C(=CC(=C1)F)OCCOC)C=1C2=C(C(=NC1C1=NN3C([C@H](N(CC3)C(=O)OC(C)(C)C)C)=C1)O)C=CS2